BrC=1C=C(C(=NC1N1[C@@H](COCC1)CO)C#N)[N+](=O)[O-] (R)-5-bromo-6-(3-(hydroxymethyl)morpholino)-3-nitropicolinonitrile